C12(CC(C1)C2)C(=O)N2[C@H]1C[C@H]1C[C@@H]([C@@H]2CC=2C(=C(C=CC2)C2=CC(=CC(=C2)F)F)F)NS(=O)(=O)C N-((1S,3S,4S,6S)-2-(bicyclo[1.1.1]pentane-1-carbonyl)-3-((2,3',5'-trifluoro-[1,1'-biphenyl]-3-yl)methyl)-2-azabicyclo[4.1.0]heptane-4-yl)methanesulfonamide